COC=1N=NC(=CC1)C=1CNCC(C1)C 3-methoxy-6-(5-methyl-1,2,5,6-tetrahydropyridin-3-yl)pyridazine